N(=[N+]=[N-])C1=C(CCC1N1C(C2=CC=CC=C2C1=O)=O)C(=O)[2H] 2-azido-3-(1,3-dioxoisoindolin-2-yl)cyclopent-1-en-1-carbaldehyde-d